N[C@H]1[C@@H](CCCC1)C1=C(C2=NC(=CC(=C2S1)NCC=1SC=CC1)Cl)C#CC 2-((1R,2R)-2-aminocyclohexyl)-5-chloro-3-(prop-1-yn-1-yl)-N-(thiophen-2-ylmethyl)thieno[3,2-b]pyridin-7-amine